2-(4-(4,4,5,5-tetramethyl-1,3,2-dioxaborolan-2-yl)phenyl)propan-2-ol CC1(OB(OC1(C)C)C1=CC=C(C=C1)C(C)(C)O)C